5-chloro-N-(3-cyclopropyl-5-{[(3R,5S)-dimethylpiperazin-1-yl]methyl}phenyl)-4-(6-methyl-1H-indol-3-yl)pyrimidin-2-amine ClC=1C(=NC(=NC1)NC1=CC(=CC(=C1)CN1C(CNCC1)(C)C)C1CC1)C1=CNC2=CC(=CC=C12)C